4-(2-((1-methyl-3-(trifluoro-methyl)-1H-pyrazol-4-yl)sulfonyl)propan-2-yl)-N-(1H-pyrazol-4-yl)piperidine-1-carboxamide CN1N=C(C(=C1)S(=O)(=O)C(C)(C)C1CCN(CC1)C(=O)NC=1C=NNC1)C(F)(F)F